C(#C)C=1C=CC(=C2C=CC=NC12)N1C[C@@H](O[C@@H](C1)C)C(=O)NC1CCN(CC1)C (2R,6R)-4-(8-ethynyl-5-quinolyl)-6-methyl-N-(1-methyl-4-piperidyl)morpholine-2-carboxamide